C1(=CC=C(C=C1)CNC(=O)C=1C=C(C(=NC1)N1N=CC(=C1)C(=O)O)O)C1=CC=CC=C1 1-(5-(([1,1'-Biphenyl]-4-ylmethyl)carbamoyl)-3-hydroxypyridin-2-yl)-1H-pyrazole-4-carboxylic acid